tert-butyl 4-(8-methyl-2-methylsulfonyl-7-oxo-pyrido[2,3-d]pyrimidin-6-yl)-3,4-dihydro-2H-quinoline-1-carboxylate CN1C(C(=CC2=C1N=C(N=C2)S(=O)(=O)C)C2CCN(C1=CC=CC=C21)C(=O)OC(C)(C)C)=O